[Si](C)(C)(C(C)(C)C)OCCN1CC2(CCC(C1)C2)NC2=C(C=CC=C2)[N+](=O)[O-] 3-{2-[(tert-butyldimethylsilyl)oxy]ethyl}-N-(2-nitrophenyl)-3-azabicyclo[3.2.1]octan-1-amine